ClC1=C(C=C(C=C1)C1C(CNC(O1)=O)(F)F)F 6-(4-chloro-3-fluorophenyl)-5,5-difluoro-1,3-oxazinan-2-one